9,9-bismethoxymethylfluorene COCC1(C2=CC=CC=C2C=2C=CC=CC12)COC